O([C@H]1[C@H](O)[C@@H](O)[C@H](O)[C@H](O1)CO)[C@H]1[C@H](O)[C@H](O)[C@@H](O)[C@@H](O1)C O-alpha-L-rhamnopyranosyl-(1→2) beta-D-glucopyranoside